racemic-4-chloro-1-(4-fluorophenyl)-1-butanol ClCCC[C@@H](O)C1=CC=C(C=C1)F |r|